O=C1NC(CCC1N1C(C2=CC=CC(=C2C1=O)N1C[C@H](CC1)C=O)=O)=O (3S)-1-(2-(2,6-dioxopiperidin-3-yl)-1,3-dioxoisoindolin-4-yl)pyrrolidine-3-carbaldehyde